BrC1=C(C=C2C(=NC(=NC2=C1F)OCC1(CC1)CN1C[C@@H](CC1)F)N1C[C@@]2(CC[C@H](C1)N2C(=O)OC(C)(C)C)C)F tert-butyl (1S,5R)-3-(7-bromo-6,8-difluoro-2-((1-(((R)-3-fluoropyrrolidin-1-yl)methyl)cyclopropyl)methoxy) quinazolin-4-yl)-1-methyl-3,8-diazabicyclo[3.2.1]octane-8-carboxylate